FC1=C(C=C(C=C1)F)N=C=O 2,5-Difluorophenylisocyanat